(S)-3-(5-(4-((4-(4-((1S,2S)-6-hydroxy-2-phenyl-1,2,3,4-tetrahydronaphthalen-1-yl)-1H-pyrazol-1-yl)piperidin-1-yl)methyl)piperidin-1-yl)-1-oxoisoindolin-2-yl)piperidine-2,6-dione OC=1C=C2CC[C@@H]([C@@H](C2=CC1)C=1C=NN(C1)C1CCN(CC1)CC1CCN(CC1)C=1C=C2CN(C(C2=CC1)=O)[C@@H]1C(NC(CC1)=O)=O)C1=CC=CC=C1